OC1=C(C2=CC=CC=C2C=C1)\C=C\CCC(=O)NN (E)-N'-((2-hydroxynaphthalene-1-yl)methylene)butyryl-hydrazine